ClC=1C(N(N=CC1N1CC=2N(CC1)C(=CN2)CC2=C(C=C(C=C2)F)C(F)(F)F)C2OCCCC2)=O 4-chloro-5-(3-(4-fluoro-2-(trifluoromethyl)benzyl)-5,6-dihydroimidazo[1,2-a]pyrazin-7(8H)-yl)-2-(tetrahydro-2H-pyran-2-yl)pyridazin-3(2H)-one